6-fluoro-1-(4-fluorophenyl)pyrazole-4-carboxylic acid FC1=CC(=CC=C1N1N=CC(=C1)C(=O)O)F